ClC1=CC(=C(C(=C1)C)NC(=O)C1=CC(=NN1C1=NC=C(C=C1Cl)Cl)OC1CS(C1)(=O)=O)C(NC(C)C)=O N-(4-chloro-2-(isopropylcarbamoyl)-6-methylphenyl)-1-(3,5-dichloropyridin-2-yl)-3-((1,1-dioxidothietan-3-yl)oxy)-1H-pyrazole-5-carboxamide